4-((3,3-difluorotetrahydro-2H-pyran-4-yl)amino)-3-nitroquinoline-6-carbonitrile FC1(COCCC1NC1=C(C=NC2=CC=C(C=C12)C#N)[N+](=O)[O-])F